6-(2-(2-bromophenyl)morpholino)-N4-(cyclopropylmethyl)pyrimidine-2,4-diamine BrC1=C(C=CC=C1)C1OCCN(C1)C1=CC(=NC(=N1)N)NCC1CC1